5-(methylsulfonyl)benzamide Methyl-2-(4-ethyl-2-(((trifluoromethyl)sulfonyl)oxy)phenyl)acetate COC(CC1=C(C=C(C=C1)CC)OS(=O)(=O)C(F)(F)F)=O.CS(=O)(=O)C=1C=CC=C(C(=O)N)C1